The molecule is a leukotriene composed of (7E,9E,11Z,14Z)-icosa-7,9,11,14-tetraenoic acid having (5S)-hydroxy and (6R)-(L-gamma-glutamyl-L-cystein-S-yl) substituents. It has a role as a human metabolite. It is an organic sulfide, a dipeptide and a leukotriene. It derives from an icosa-7,9,11,14-tetraenoic acid. It is a conjugate acid of a leukotriene F4(2-). CCCCC/C=C\\C/C=C\\C=C\\C=C\\[C@H]([C@H](CCCC(=O)O)O)SC[C@@H](C(=O)O)NC(=O)CC[C@@H](C(=O)O)N